1-((1r,4r)-4-((2-(4-((4-((R)-4-amino-2-oxopyrrolidin-1-yl)phenyl)sulfonyl)piperazin-1-yl)-6-chloropyridin-4-yl)difluoromethyl)cyclohexyl)-3-(2-(bis(2-aminoethyl)amino)ethyl)urea N[C@@H]1CC(N(C1)C1=CC=C(C=C1)S(=O)(=O)N1CCN(CC1)C1=NC(=CC(=C1)C(C1CCC(CC1)NC(=O)NCCN(CCN)CCN)(F)F)Cl)=O